NC1=C2N(C(N(C2=NC=N1)[C@H]1[C@H](CN(CC1)C1CCN(CC1)C1CN(C1)C=1C=C2C(N(C(C2=CC1)=O)[C@H]1C(NC(CC1)=O)=O)=O)F)=O)C1=CC=C(C=C1)OC1=CC=CC=C1 |o1:36| rel-5-{3-[(3S,4R)-4-[6-amino-8-oxo-7-(4-phenoxyphenyl)purin-9-yl]-3-fluoro-[1,4'-bipiperidin]-1'-yl]azetidin-1-yl}-2-(2,6-dioxopiperidin-3-yl)isoindole-1,3-dione